[Cl-].C1(CCCCC1)N1CN(C=C1)C1CCCCC1 1,3-dicyclohexylimidazole chloride